NCC1=CC=C(C=C1)CSC1=CC(=NN1C(=O)C=1N=CSC1)C1C(N(C1C(F)(F)F)S(=O)(=O)N(C)C)=O 3-[5-({[4-(Aminomethyl)phenyl]methyl}sulfanyl)-1-(1,3-thiazol-4-carbonyl)-1H-pyrazol-3-yl]-N,N-dimethyl-2-oxo-4-(trifluoromethyl)azetidin-1-sulfonamid